[3-(tributoxysilyl) propyl] sulfide C(CCC)O[Si](CCCSCCC[Si](OCCCC)(OCCCC)OCCCC)(OCCCC)OCCCC